FC(CC(C#C)N)(F)F (2,2,2-trifluoroethyl)prop-2-yn-1-amine